FC(C=1C(=C(C=CC1)C(C)NC1=NC(=NC(=C1C(=O)NC12CCC(CC1)(CC2)F)C=COCC)C)F)F 4-((1-(3-(difluoromethyl)-2-fluorophenyl)ethyl)amino)-6-(2-ethoxyvinyl)-N-(4-fluorobicyclo[2.2.2]octan-1-yl)-2-methylpyrimidine-5-carboxamide